4-[[4-[[(1S)-2-hydroxy-1-phenyl-ethyl]amino]-5-(1H-1,2,4-triazol-5-yl)pyrimidin-2-yl]-amino]-2-methyl-benzamide OC[C@H](C1=CC=CC=C1)NC1=NC(=NC=C1C1=NC=NN1)NC1=CC(=C(C(=O)N)C=C1)C